BrC=1C=CC2=CN(N=C2C1F)[C@@H](C(=O)NC1=NC=CC=C1)C1=C(C=CC(=C1)F)OC |r| (2RS)-2-(6-bromo-7-fluoro-indazol-2-yl)-2-(5-fluoro-2-methoxy-phenyl)-N-(2-pyridyl)acetamide